3-(2,6-dimethylpyridin-3-yl)-3-methoxy-5,5-dimethyl-6-oxocyclohex-1-enecarbonitrile CC1=NC(=CC=C1C1(C=C(C(C(C1)(C)C)=O)C#N)OC)C